N[C@@H]1CCCC([C@H]1C1=C(C2=NC(=CC(=C2S1)NCC#CC)Cl)I)(F)F 2-((1S,6R)-6-amino-2,2-difluorocyclohexyl)-N-(but-2-yn-1-yl)-5-chloro-3-iodothieno[3,2-b]pyridin-7-amine